N-phenacyl-quinolinium C(C(=O)C1=CC=CC=C1)[N+]1=CC=CC2=CC=CC=C12